1,1-dicyclopropylpropan-2-yn-1-ol C1(CC1)C(C#C)(O)C1CC1